N[C@@H]([C@@H](O)C1=NC=C(C=C1)OC)CN1CCCC1 (1R,2R)-2-amino-1-(5-methoxypyridin-2-yl)-3-(pyrrolidin-1-yl)propan-1-ol